CC=1C(N(C=CC1C)[C@H](CNS(=O)(=O)C)CO[C@@H]1CC[C@@H](CC1)C1=CC=CC=C1)=O |o1:8| (R or S)-N-[2-(3,4-dimethyl-2-oxo-1,2-dihydropyridin-1-yl)-3-{[(CIS)-4-phenylcyclohexyl]oxy}propyl]methane-sulfonamide